tert-butyl 2-[[4-[6-[(5-cyano-3-fluoro-2-pyridyl)methoxy]-2-pyridyl]-2,5-difluoro-phenyl]methyl]-3-(2-methoxyethyl)benzimidazole-5-carboxylate C(#N)C=1C=C(C(=NC1)COC1=CC=CC(=N1)C1=CC(=C(C=C1F)CC=1N(C2=C(N1)C=CC(=C2)C(=O)OC(C)(C)C)CCOC)F)F